C[NH+](CCC)C dimethylpropylammonium